4-bromo-3-fluoro-5-(trifluoromethyl)aniline 2-(4-fluorophenyl)-2-oxoethyl-(S)-2-allyl-5-oxopyrrolidine-2-carboxylate FC1=CC=C(C=C1)C(COC(=O)[C@@]1(NC(CC1)=O)CC=C)=O.BrC1=C(C=C(N)C=C1C(F)(F)F)F